deoxy-5'-thioadenosine [C@@H]1(C[C@H](O)[C@@H](CS)O1)N1C=NC=2C(N)=NC=NC12